methyl 5-((5-oxa-2-azaspiro[3.4]octan-7-yl)oxy)-2'-ethoxy-[2,3'-bipyridine]-6-carboxylate TFA salt OC(=O)C(F)(F)F.C1NCC12OCC(C2)OC=2C=CC(=NC2C(=O)OC)C=2C(=NC=CC2)OCC